Di-tert-butyl [4-[[4,5-dichloro-2-(4-fluoro-2-methoxy-phenoxy)benzoyl]amino]-2-oxo-1-pyridyl]methyl phosphate P(=O)(OC(C)(C)C)(OC(C)(C)C)OCN1C(C=C(C=C1)NC(C1=C(C=C(C(=C1)Cl)Cl)OC1=C(C=C(C=C1)F)OC)=O)=O